2-methyl-5-(3-(trifluoromethoxy)phenyl)-N-(3-(2-morpholinopropyl)-1,2,4-thiadiazol-5-yl)furan-3-carboxamide CC=1OC(=CC1C(=O)NC1=NC(=NS1)CC(C)N1CCOCC1)C1=CC(=CC=C1)OC(F)(F)F